N-((1-((3',5'-dichloro-5-((4-(1-methylpiperidin-4-yl)piperazin-1-yl)methyl)-[1,1-biphenyl]-3-yl)methyl)piperidin-4-yl)methyl)acetamide ClC=1C=C(C=C(C1)Cl)C1=CC(=CC(=C1)CN1CCN(CC1)C1CCN(CC1)C)CN1CCC(CC1)CNC(C)=O